4-carboxymethyl-sulfonyl-2,6-dibromoaniline C(=O)(O)CS(=O)(=O)C1=CC(=C(N)C(=C1)Br)Br